N-[5-[2-methyl-4-[[(2R)-1-[2-(trifluoromethoxy)ethyl]azetidin-2-yl]methoxy]pyrazol-3-yl]pyrazolo[1,5-a]pyridin-2-yl]cyclopropanecarboxamide CN1N=CC(=C1C1=CC=2N(C=C1)N=C(C2)NC(=O)C2CC2)OC[C@@H]2N(CC2)CCOC(F)(F)F